4-(6-(4,4-difluoropiperidin-1-yl)-5-fluoropyridin-3-yl)oxazole-2-carboxylic acid FC1(CCN(CC1)C1=C(C=C(C=N1)C=1N=C(OC1)C(=O)O)F)F